N-(cyclobutyl-methyl)-5-[1-(cyclobutyl-methyl)-8-dimethylamino-8-(3-fluorophenyl)-2-oxo-1,3-diazaspiro[4.5]decan-3-yl]-pyrimidine-2-carboxylic acid amide C1(CCC1)CNC(=O)C1=NC=C(C=N1)N1C(N(C2(C1)CCC(CC2)(C2=CC(=CC=C2)F)N(C)C)CC2CCC2)=O